FC(C1=CC=CC2=C1SC1=C2C=CC=C1)(F)F 4-(trifluoromethyl)dibenzo[b,d]thiophene